3-acetyl-4-hydroxy-benzoic acid C(C)(=O)C=1C=C(C(=O)O)C=CC1O